Tert-butyl 4-[4-[1-(2,6-dioxo-3-piperidyl)-3-methyl-2-oxo-benzimidazol-5-yl]butyl]piperidine-1-carboxylate O=C1NC(CCC1N1C(N(C2=C1C=CC(=C2)CCCCC2CCN(CC2)C(=O)OC(C)(C)C)C)=O)=O